C(C1=CC=CC=C1)OC=1C=C(C2=C(C(=C(O2)C)C(=O)NC2CNCC2(F)F)C1)C#N 5-(benzyloxy)-7-cyano-N-(4,4-difluoropyrrolidin-3-yl)-2-methylbenzofuran-3-carboxamide